ClC=1C(=NC=CC1C=1C(=C(C=CC1)NC(C1=NC=C(C=C1)CNC[C@@H](C)O)=O)C)C1=CC(=C(C=C1)CNC[C@H](C)O)OC N-(3-(3-chloro-2-(4-((((S)-2-hydroxypropyl)amino)methyl)-3-methoxyphenyl)pyridin-4-yl)-2-methylphenyl)-5-((((R)-2-hydroxypropyl)amino)methyl)picolinamide